FCCCNCCOC1=NC=CC(=C1C)[C@H]1N([C@@H](CC2=C1NC1=CC=CC=C21)C)C[C@@H](C(=O)O)C (S)-3-((1R,3R)-1-(2-(2-((3-fluoropropyl)amino)ethoxy)-3-methylpyridin-4-yl)-3-methyl-1,3,4,9-tetrahydro-2H-pyrido[3,4-b]indol-2-yl)-2-methylpropanoic acid